(S)-N-(2-cyano-1-(4-(ethylsulfonyl)phenyl)ethyl)-4-(3,5-dicyclohexylphenoxy)benzamide C(#N)C[C@@H](C1=CC=C(C=C1)S(=O)(=O)CC)NC(C1=CC=C(C=C1)OC1=CC(=CC(=C1)C1CCCCC1)C1CCCCC1)=O